C1S(CC12CNCCC2)=O 2-thia-6-azaspiro[3.5]Nonane 2-oxide